oxazolyl oxide O1C(=NC=C1)OC=1OC=CN1